(S)-7-cyclopentyl-2-((R)-3-methylmorpholino)-6,7-dihydropyrazolo[1,5-a]pyrazin-4(5H)-one C1(CCCC1)[C@H]1CNC(C=2N1N=C(C2)N2[C@@H](COCC2)C)=O